FC(C1OC(OC1)=O)F 4-(difluoromethyl)-1,3-dioxolan-2-one